C(C1=CC=CC=C1)C=1C(=C(C(=O)N)C=CC1)OC benzyl-2-Methoxybenzamide